O1-tert-butyl O3-methyl 4-[2-(4-bromoindazol-2-yl)ethyl]piperazine-1,3-dicarboxylate BrC=1C2=CN(N=C2C=CC1)CCN1C(CN(CC1)C(=O)OC(C)(C)C)C(=O)OC